NC1=NC=NN2C1=CC=C2C=2C=C(C(=NC2)OC)C(=O)NCCC(C)C2=CC=CC=C2 5-{4-aminopyrrolo[2,1-f][1,2,4]triazin-7-yl}-2-methoxy-N-(3-phenylbutyl)pyridine-3-carboxamide